ClC1=NC2=CC(=C(C=C2C(=N1)NCC=1OC=CC1)OCCNC)OC 2-Chloro-N-(furan-2-ylmethyl)-7-methoxy-6-[2-(methylamino)ethoxy]quinazolin-4-amine